5-(N-(2-(4-(tert-Butoxycarbonyl)piperazin-1-yl)benzyl)-N-(4-methylphenylethyl)sulfamoyl)-3-methylbenzofuran-2-carboxylic acid C(C)(C)(C)OC(=O)N1CCN(CC1)C1=C(CN(S(=O)(=O)C=2C=CC3=C(C(=C(O3)C(=O)O)C)C2)CCC2=CC=C(C=C2)C)C=CC=C1